FC=1C=CC(=NC1)C=1C=NC(=CC1NC1=NC(=CC(=C1)OC(C)C)S(=O)(=O)C)NC(C)=O N-(5-fluoro-4'-((4-isopropoxy-6-(methylsulfonyl)pyridin-2-yl)amino)-[2,3'-bipyridin]-6'-yl)acetamide